BrC=1C(N(C(=CC1OCC1=C(C=C(C=C1)F)F)C)C1=CC=C(C=C1)CO)=O 3-bromo-4-[(2,4-difluorobenzyl)oxy]-1-[4-(hydroxymethyl)phenyl]-6-methylpyridin-2(1H)-one